nickel isostearate C(CCCCCCCCCCCCCCC(C)C)(=O)[O-].[Ni+2].C(CCCCCCCCCCCCCCC(C)C)(=O)[O-]